3-{4-[(6-amino-4-pyrimidinyl)oxy]-3-ethyl-2-methylphenyl}-1-[5-(trifluoromethyl)-3-pyridinyl]-2,4-imidazolidinedione NC1=CC(=NC=N1)OC1=C(C(=C(C=C1)N1C(N(CC1=O)C=1C=NC=C(C1)C(F)(F)F)=O)C)CC